4-hydroxy-2,2,6,6-Tetramethylpiperidin OC1CC(NC(C1)(C)C)(C)C